2,7-dinitro-10-methylphenothiazine [N+](=O)([O-])C1=CC=2N(C3=CC=C(C=C3SC2C=C1)[N+](=O)[O-])C